CNC1=C(C=C(C=C1[N+](=O)[O-])C)C N,2,4-trimethyl-6-nitroaniline